NC1=C(C(=NC=N1)OC1=C(C=C(C=C1)NC(=O)C=1C=NN(C1C(F)(F)F)C=1C=NC=CC1)F)Cl N-[4-(6-amino-5-Chloro-pyrimidin-4-yl)oxy-3-fluoro-phenyl]-1-(3-pyridyl)-5-(trifluoromethyl)pyrazole-4-carboxamide